C1=C(C=CC2=CC=CC=C12)C=1C2=CC=CC=C2C(=C2C=CC=CC12)C1=CC=C(C=C1)C1=CC=CC2=CC=CC=C12 9-(2-naphthyl)-10-[4-(1-naphthyl)phenyl]Anthracene